CN1CCN(CC1)CC1=CC=C(S1)C1=NC(=NC(=N1)N1CCOCC1)C=1C=C(C=CC1)O 3-(4-(5-((4-methylpiperazin-1-yl)methyl)thiophen-2-yl)-6-morpholino-1,3,5-triazin-2-yl)phenol